NC[C@H]1N(CCC1)C1=C(C=CC(=N1)NC1=CC2=C(C=N1)SC(=N2)C2=NC=CC=C2C)C 6-[(2S)-2-(Aminomethyl)pyrrolidin-1-yl]-5-methyl-N-[2-(3-methylpyridin-2-yl)-[1,3]thiazolo[5,4-c]pyridin-6-yl]pyridin-2-amine